5-(4-fluorophenyl)-4-hydroxy-2,6-dimethylnicotinic acid FC1=CC=C(C=C1)C=1C(=NC(=C(C(=O)O)C1O)C)C